NC1=NC=2C(=CC=CC2C=2N1N=C(N2)CC2=C(C(=O)NC)C=CC(=C2)C(C)(C)O)OC ((5-amino-7-methoxy-[1,2,4]triazolo[1,5-c]quinazolin-2-yl)methyl)-4-(2-hydroxypropan-2-yl)-N-methylbenzamide